C(N)(OC1=C(C(=NC(=C1)C(NC1CC2=CC=CC=C2C1)=O)NC1=C(C=CC=C1)Cl)C(C)(C)C)=O (tert-butyl 2-((2-chlorophenyl) amino)-6-((2,3-dihydro-1H-inden-2-yl) carbamoyl) pyridin-4-yl) carbamate